N-((R)-3-(1,3-dioxan-2-yl)-1-(5-fluoro-2-methoxyphenyl)propyl)-2-methylpropane-2-sulfinamide O1C(OCCC1)CC[C@H](C1=C(C=CC(=C1)F)OC)NS(=O)C(C)(C)C